4-(5-chloro-2-(methoxy-d3)phenyl)-6-methylpyridine-3-carboxylic acid ClC=1C=CC(=C(C1)C1=C(C=NC(=C1)C)C(=O)O)OC([2H])([2H])[2H]